C(C)(C)(C)OC(=O)N1C(CCC1C(C(C(=O)OCC)N1N=C2C(=C(C=C(C2=C1)C(F)(F)F)Br)C)=O)(C)C 5-[2-[6-bromo-7-methyl-4-(trifluoromethyl)indazol-2-yl]-3-ethoxy-3-keto-propanoyl]-2,2-dimethyl-pyrrolidine-1-carboxylic acid tert-butyl ester